N-(2-(4-((4-(2-acetyl-5-fluoro-1H-indol-3-yl)-1H-1,2,3-triazol-1-yl)methyl)piperidin-1-yl)ethyl)-2,2'-difluoro-6'-hydroxy-[1,1'-biphenyl]-4-sulfonamide C(C)(=O)C=1NC2=CC=C(C=C2C1C=1N=NN(C1)CC1CCN(CC1)CCNS(=O)(=O)C1=CC(=C(C=C1)C1=C(C=CC=C1O)F)F)F